COC(CC(C)N1N=CC(=C1)C1=CCC(CC1)C(=O)OCC1=CC=CC=C1)=O benzyl 4-(1-(4-methoxy-4-oxobutan-2-yl)-1H-pyrazol-4-yl)cyclohex-3-enecarboxylate